(R)-7,7-dimethyl-2-(1H-indol-4-yl)-6-(3,4-dimethoxybenzoyl)-4-(3-methylmorpholin-4-yl)-6,7-dihydro-5H-pyrrolo[3,4-d]pyrimidine CC1(N(CC2=C1N=C(N=C2N2[C@@H](COCC2)C)C2=C1C=CNC1=CC=C2)C(C2=CC(=C(C=C2)OC)OC)=O)C